5-(3-hydroxypropyl)-2-methoxybenzoic acid OCCCC=1C=CC(=C(C(=O)O)C1)OC